C(C)(C)(C)CC(C(=O)O[O-])(C)C t-butylperoxypiValate